2-[5-(difluoromethoxy)-2-pyridyl]-5-methyl-4H-pyrazol-3-one FC(OC=1C=CC(=NC1)N1N=C(CC1=O)C)F